iron, sodium salt [Na].[Fe]